2-(Ethylthio)-1-(2-fluoro-4-(5-(trifluoromethyl)-1,2,4-oxadiazol-3-yl)phenyl)ethan-1-on C(C)SCC(=O)C1=C(C=C(C=C1)C1=NOC(=N1)C(F)(F)F)F